ClC=1C(=CC(=NC1)OC)C1=CC(=NN1)C(=O)N1CCC(CC1)C(=O)NCC=1N=C2N(C(=CC=C2)C)C1 1-(5-(5-chloro-2-methoxypyridin-4-yl)-1H-pyrazole-3-carbonyl)-N-((5-methylimidazo[1,2-a]pyridin-2-yl)methyl)piperidine-4-carboxamide